F[C@@H](CC1=CC=C(C=C1)Br)O (S)-alpha-fluoro-4-bromophenylethyl alcohol